COC=1C=C(C=CC1)C1=NOC(=N1)C1CCN(CC1)C(CNC(C1=CC=CC=C1)=O)=O N-(2-(4-(3-(3-methoxyphenyl)-1,2,4-oxadiazol-5-yl)piperidin-1-yl)-2-oxoethyl)benzamide